N-(5-((3-((4-methylpiperazin-1-yl)methyl)-5-(trifluoromethyl)phenyl)carbamoyl)-2-propylbenzyl)imidazo[1,2-a]pyridine-3-carboxamide formate salt C(=O)O.CN1CCN(CC1)CC=1C=C(C=C(C1)C(F)(F)F)NC(=O)C=1C=CC(=C(CNC(=O)C2=CN=C3N2C=CC=C3)C1)CCC